FC1(CCC(CC1)[C@H](NC(=O)C1=CN=NN1CCC(C)(C)C)C1=NC2=C(N1)C=C(C=C2)[C@@H](C)NC(CCC(F)(F)F)=O)F N-((S)-(4,4-Difluorocyclohexyl)(6-((R)-1-(4,4,4-trifluorobutanamido)ethyl)-1H-benzo[d]imidazol-2-yl)methyl)-1-(3,3-dimethylbutyl)-1H-1,2,3-triazole-5-carboxamide